ClC=1C=CC(=C(C1)C1=CC=C(C=C1)CN)C1CCNCC1 (5'-chloro-2'-(piperidin-4-yl)-[1,1'-biphenyl]-4-yl)methanamine